[Na+].[Na+].[Eu+3].CC1=C(C(=NC2=C3N=CC=C(C3=CC=C12)C)S(=O)(=O)[O-])S(=O)(=O)[O-] mono(4,7-dimethylphenanthrolinedisulfonic acid) europium (III) disodium salt